C(C)(C)(C)OC(N(CC=1N=C2N(C=CC=C2C)C1)C1=CC(=NC=2N1N=CC2C2CC2)Cl)=O (5-chloro-3-cyclopropylpyrazolo[1,5-a]pyrimidin-7-yl)((8-methylimidazo[1,2-a]pyridin-2-yl)methyl)carbamic acid tert-butyl ester